COC1=C(C=CC(=C1)N1N=CC=C1)C1=NN=C(S1)N1CCN(CC1)C(=O)OC(C)(C)C tert-Butyl 4-(5-(2-methoxy-4-(1H-pyrazol-1-yl)phenyl)-1,3,4-thiadiazol-2-yl)piperazine-1-carboxylate